C(C)(C)(C)OC(=O)N1C[C@H]([C@@](CC1)(C1=C(C=C(C=C1)C=1C(=NC=CC1)OCC)C(=O)OCC)C#N)CC |r| cis-racemic-tert-butyl-4-cyano-4-(2-(ethoxycarbonyl)-4-(2-ethoxypyridin-3-yl)phenyl)-3-ethylpiperidine-1-carboxylate